CC(C=CC(=O)[O-])C 4-methyl-pent-2-enoate